C[C@]1([C@H](CCCC1)COC=1C(=NC(=CC1)C=1N=NN(C1CN)C)C)C(=O)O[C@@H](CN(C)CC1=CC=CC=C1)C=1SC=CC1 (S)-2-(benzyl-(methyl)amino)-1-(2-thienyl)ethanol methyl-(1S,2S)-2-(((6-(5-(aminomethyl)-1-methyl-1H-1,2,3-triazol-4-yl)-2-methylpyridin-3-yl)oxy)methyl)cyclohexane-1-carboxylate